CC1(N(CC2=CC(=CC=C2C1)C1=CC=C(C=C1)C(F)(F)F)C(C=C)=O)C 1-(3,3-dimethyl-7-(4-(trifluoromethyl)phenyl)-3,4-dihydroisoquinolin-2(1H)-yl)prop-2-en-1-one